9-(2-iodo-4-(trifluoromethyl)phenyl)-9H-carbazole compound with 9-(2-iodo-5-(trifluoromethyl)phenyl)-9H-carbazole IC1=C(C=C(C=C1)C(F)(F)F)N1C2=CC=CC=C2C=2C=CC=CC12.IC1=C(C=CC(=C1)C(F)(F)F)N1C2=CC=CC=C2C=2C=CC=CC12